NCCOC1C(=CNC(=C1C(=O)[O-])C)C(=O)[O-] 4-(2-aminoethoxy)-6-methyl-1,4-dihydropyridine-3,5-dicarboxylate